4-hexadecyl-imidazole hydrobromide Br.C(CCCCCCCCCCCCCCC)C=1N=CNC1